C(C1=CC=CC=C1)N1CC=2N=C(N=C(C2CC1)N1CC(NCC1)CCO[Si](C1=CC=CC=C1)(C1=CC=CC=C1)C(C)(C)C)OCCN(C)C 2-[[7-benzyl-4-[3-[2-[tert-butyl(diphenyl)silyl]oxyethyl]piperazin-1-yl]-6,8-dihydro-5H-pyrido[3,4-d]pyrimidin-2-yl]oxy]-N,N-dimethyl-ethanamine